N1(CCCC1)C=1C(=C(C=CC1N)C1=CC=CC=C1)C(F)(F)F (pyrrolidin-1-yl)-2-(trifluoromethyl)-[1,1'-biphenyl]-4-amine